2-(2,6-dioxo-3-piperidyl)-5-[2-[2-[2-[2-[(2R)-4-[6-[5-(1-methylcyclopropoxy)-2H-indazol-3-yl]pyrimidin-4-yl]morpholin-2-yl]ethoxy]ethoxy]ethoxy]ethoxy]isoindoline-1,3-dione O=C1NC(CCC1N1C(C2=CC=C(C=C2C1=O)OCCOCCOCCOCC[C@@H]1CN(CCO1)C1=NC=NC(=C1)C=1NN=C2C=CC(=CC12)OC1(CC1)C)=O)=O